BrC1=CC=C(C=C1)[C@H]1[C@@H]2C(N[C@H](C1)C2)=O (1R,4R,5R)-5-(4-bromophenyl)-2-azabicyclo[2.2.1]heptan-3-one